n-icosanephosphonic acid C(CCCCCCCCCCCCCCCCCCC)P(O)(=O)O